6,7-dichloro-4-(oxetan-3-yloxy)-1H-indole ClC1=CC(=C2C=CNC2=C1Cl)OC1COC1